NC(C(=O)NC)C(F)(F)F 2-amino-3,3,3-trifluoro-N-methylpropanamide